2-{3-[(3S)-3-cyclopropylpiperazin-1-yl]-1,2,4-triazin-6-yl}-5-(3-fluoro-1H-pyrazol-4-yl)phenol C1(CC1)[C@H]1CN(CCN1)C=1N=NC(=CN1)C1=C(C=C(C=C1)C=1C(=NNC1)F)O